Cl.CC(CCC)N1C2C3=CC=CC=C3C1CCC2 12-(Penta-2-yl)-12-azatricyclo[6.3.1.02,7]dodeca-2,4,6-trien hydrochloride